N-crotonyl-N-ethyl-phosphotoluidine C(\C=C\C)(=O)N(C=1C(=C(C=CC1)P(=O)=O)C)CC